N1C=NC2=C1C=CC(=C2)C2(CC2)C(=O)O 1-(1H-benzo[d]imidazol-5-yl)cyclopropanecarboxylic acid